α-L-gulofuranose O[C@H]1[C@@H](O)[C@@H](O)[C@H](O1)[C@@H](O)CO